[Ga]=[Te].[Cu] copper gallium telluride